FC=1C=C(C=C(C1CN1C(OCC=2C=NC=3C=C(C(=CC3C21)F)OC)=O)F)S(=O)(=O)N 3,5-difluoro-4-((9-fluoro-8-methoxy-2-oxo-2H-[1,3]oxazino[5,4-c]quinolin-1(4H)-yl)methyl)benzenesulfonamide